NC=1C=CC(=C2CN(C(C12)=O)C(C=C)=O)C=1C=C2C(=NNC2=CC1)C 7-amino-4-(3-methyl-1H-indazol-5-yl)-2-(prop-2-enoyl)-2,3-dihydro-1H-isoindol-1-one